2,1,3-benzoxadiazol-5-yl(4-phenylpiperazino)methanone N=1ON=C2C1C=CC(=C2)C(=O)N2CCN(CC2)C2=CC=CC=C2